E-6-octadecene-1-ol acetate C(C)(=O)OCCCCC\C=C\CCCCCCCCCCC